CC1=C(C=CC(=C1)OC1=CC=CC=C1)N1C2=C(SC=3N=CC=C(NC1=O)C32)C(=O)N (R)-(2-methyl-4-phenoxyphenyl)-4-oxo-4,5-dihydro-3H-1-thia-3,5,8-triazaacenaphthylene-2-carboxamide